(S)-7-((R)-3-(4-Fluorophenyl)morpholine-4-carbonyl)-10-hydroxy-7-azaspiro[4.5]decan FC1=CC=C(C=C1)[C@H]1N(CCOC1)C(=O)N1CC2(CCCC2)[C@H](CC1)O